N-(2-(3,3-difluoropyrrolidin-1-yl)-4-(2-fluorophenyl)pyridin-3-yl)oxazole-4-carboxamide FC1(CN(CC1)C1=NC=CC(=C1NC(=O)C=1N=COC1)C1=C(C=CC=C1)F)F